ClC1=CC=C(C=C1)C1(N(C(C2=CC=CC(=C12)F)=O)CC1=NC=C(C=C1)Cl)OC 3-(4-chlorophenyl)-2-[(5-chloropyridin-2-yl)methyl]-4-fluoro-3-methoxy-2,3-dihydro-1H-isoindol-1-one